O=C(C(C)C1CC(CC1)CCC)CC 3-(3-oxo-2-pentyl)cyclopentylpropane